4-[(2R,5R)-2-[[bis(4-methoxyphenyl)-phenyl-methoxy]methyl]-5-(2,4-dioxopyrimidin-1-yl)-4-(2-octadecoxyethoxy)tetrahydrofuran-3-yl]oxy-4-oxo-butanoic acid COC1=CC=C(C=C1)C(OC[C@H]1O[C@H](C(C1OC(CCC(=O)O)=O)OCCOCCCCCCCCCCCCCCCCCC)N1C(NC(C=C1)=O)=O)(C1=CC=CC=C1)C1=CC=C(C=C1)OC